N-(3,4-dimethoxyphenyl)-4-iodobenzenesulfonamide COC=1C=C(C=CC1OC)NS(=O)(=O)C1=CC=C(C=C1)I